C(CCC)(=O)C1=CC(=C(C=N1)C=1C=2N(C3=CC(=NC=C3C1)NC(=O)[C@@H]1[C@@H](C1)F)N=CN2)C (1R,2R)-N-(4-(6-butyryl-4-methylpyridin-3-yl)-[1,2,4]triazolo[1,5-a][1,6]naphthyridin-8-yl)-2-fluorocyclopropane-1-carboxamide